2,3-dimethyl-imidazole CC1=NC=CN1C